2-amino-3-(4-hydroxy-2-methylphenyl)propanoic acid NC(C(=O)O)CC1=C(C=C(C=C1)O)C